4-(4-(3-(aminomethyl)phenyl)piperidine-1-carbonyl)-2-hydroxy-N-methoxybenzamide NCC=1C=C(C=CC1)C1CCN(CC1)C(=O)C1=CC(=C(C(=O)NOC)C=C1)O